(2S,3R,4R,5R)-1-acetyl-3,4,5-tribenzyloxy-piperidine-2-carbaldehyde C(C)(=O)N1[C@@H]([C@H]([C@@H]([C@@H](C1)OCC1=CC=CC=C1)OCC1=CC=CC=C1)OCC1=CC=CC=C1)C=O